5-cyclopropyl-6-(2,3-dihydro-4H-pyrido[4,3-b][1,4]oxazin-4-yl)-N2-(2-fluoro-4-(methylsulfonyl)phenyl)-N2-methyl-N4-(5-methyl-1H-pyrazol-3-yl)pyrimidine-2,4-diamine C1(CC1)C=1C(=NC(=NC1N1C2=C(OCC1)C=CN=C2)N(C)C2=C(C=C(C=C2)S(=O)(=O)C)F)NC2=NNC(=C2)C